C(C1=CC=CC=C1)OC(CCCCC(=O)OC[C@H]1NC[C@@H]([C@H]([C@H]1O)O)NC(C)=O)=O adipic acid O6-[[(2R,3S,4R,5S)-5-acetamido 3,4-dihydroxy-2-piperidinyl] methyl] ester O1-benzyl ester